methyloleyl taurate NCCS(=O)(=O)OCCCCCCCC\C=C/CCCCCCCCC